NC1=C(OC=2C=C(C#N)C=CC2)C=CC=C1Br 3-(2-amino-3-bromophenoxy)benzonitrile